C(CCCCCCCCCCCCCCCC)(=O)OCC Heptadecanoic acid, ethyl ester